5-(4-(1H-pyrazol-4-yl)phenoxy)-1H-1,2,3-triazole-4-carboxylic acid N1N=CC(=C1)C1=CC=C(OC2=C(N=NN2)C(=O)O)C=C1